C(C)(=O)C1=CN(C2=CC=C(C=C12)C=1C=NC(=CC1)C)CC(=O)N1[C@@H](C[C@H](C1)F)C(=O)NC1=NC(=CC=C1)Br (2S,4R)-1-(2-(3-acetyl-5-(6-methylpyridin-3-yl)-1H-indol-1-yl)acetyl)-N-(6-bromopyridin-2-yl)-4-fluoropyrrolidine-2-carboxamide